C(C)N(C(=O)C1=CC=2C(=NC3=CC=C(C=C3C2)OC)S1)CC N,N-diethyl-6-methoxythieno[2,3-b]quinoline-2-carboxamide